1-pyrrolidinecarbonyl chloride N1(CCCC1)C(=O)Cl